[Si](C)(C)(C(C)(C)C)OC[C@H]1OC[C@@H]2O[C@@H]2[C@@]1(O)C#C[Si](C)(C)C (1s,4r,5r,6s)-4-(((tert-butyldimethylsilyl)oxy)methyl)-5-((trimethylsilyl)ethynyl)-3,7-dioxabicyclo[4.1.0]heptan-5-ol